CC(C)C(C(=O)OC1=NC(=NC2=CC(=CC=C12)CN1CCOCC1)C)(CC1=NC=CC=N1)OC(N[C@H]1[C@@H](CCCC1)C)=O 2-Methyl-7-(morpholinomethyl)quinazolin-4-ol Propan-2-yl-2-{[(trans-2-methyl-cyclohexyl)carbamoyl]oxy}-3-(pyrimidin-2-yl)propanoate